O=C1[C@H]2CN([C@@H](C1)C2)C2=NC=1N(C=C2)N=CC1C(=O)N 5-((1R,4R)-2-oxo-5-azabicyclo[2.2.1]heptane-5-yl)pyrazolo[1,5-a]pyrimidine-3-carboxamide